3-((3-(3,5-di-tert-butyl-4-hydroxyphenyl) propionyl) oxy)-2-hydroxypropyl methacrylate C(C(=C)C)(=O)OCC(COC(CCC1=CC(=C(C(=C1)C(C)(C)C)O)C(C)(C)C)=O)O